1-(2-(isoxazol-3-ylamino)-2-oxoethyl)-1-(2-((2-(morpholine-4-carbonyl)benzo[b]thiophen-3-yl)amino)-2-oxoethyl)azepan-1-ium bromide [Br-].O1N=C(C=C1)NC(C[N+]1(CCCCCC1)CC(=O)NC=1C2=C(SC1C(=O)N1CCOCC1)C=CC=C2)=O